[SiH3]CCCCCCCC(CCCCCCCCCCCCCCCCCCCC)O silanonacosan-9-ol